(6S,7S)-N-(2,2-difluoroethyl)-7-((difluoromethyl)sulfonamido)-6-((2,3',5,5'-tetrafluoro-[1,1'-biphenyl]-3-yl)methyl)-5-azaspiro[2.4]heptane-5-carboxamide FC(CNC(=O)N1CC2(CC2)[C@@H]([C@@H]1CC=1C(=C(C=C(C1)F)C1=CC(=CC(=C1)F)F)F)NS(=O)(=O)C(F)F)F